C(C)(C)(C)OC(=O)N[C@H](C[C@H](O)C=1SC=C(N1)C(=O)OCC)C(C)C Ethyl 2-[(1S,3R)-3-{[(tert-butoxy)carbonyl]amino}-1-hydroxy-4-methylpentyl]-1,3-thiazole-4-carboxylate